argininol manganese [Mn].N[C@@H](CCCNC(N)=N)CO